NC1=NC(=C(C=2N1N=C(N2)CC2=C(C=CC=C2F)F)C=2C=CC(N(C2)C2COCC2)=O)C2=CC=C(C=C2)F 5-(5-amino-2-(2,6-difluorobenzyl)-7-(4-fluorophenyl)-[1,2,4]triazolo[1,5-c]pyrimidin-8-yl)-1-(tetrahydrofuran-3-yl)pyridin-2(1H)-one